FC(C1=NN2C(N=C(C=C2N[C@@H]2C[C@@H](CCC2)NC2=C3C=CC=NC3=CC=N2)C(F)(F)F)=C1)(F)F (1S,3R)-N1-(2,5-Bis(trifluoromethyl)pyrazolo[1,5-a]pyrimidin-7-yl)-N3-(1,6-naphthyridin-5-yl)cyclohexane-1,3-diamine